C(C)C(C(=O)[O-])CCCC.C(C)C(C(=O)[O-])CCCC.[Al+2] aluminum bis(2-ethylhexanoate)